eicosyl n-butyrate C(CCC)(=O)OCCCCCCCCCCCCCCCCCCCC